CS(=O)(=O)NC(CC)=O N-methylsulfonylpropionamide